BrC1=C(C=CC=C1)S(=O)(=O)N1[C@H]([C@H](CCC1)C(=O)NC1=CC(=C(C=C1)C)C(F)(F)F)C1=CC=C(C=C1)NC1CCCC1 (2R,3S)-1-((2-bromophenyl)sulfonyl)-2-(4-(cyclopentyl-amino)phenyl)-N-(4-methyl-3-(trifluoromethyl)phenyl)piperidine-3-carboxamide